(E)-3-(5-(5-(cyclopropylmethyl)-4,5,6,7-tetrahydrothieno[3,2-c]pyridin-2-yl)-2-hydroxy-3-methoxyphenyl)-1-phenylprop-2-en-1-one C1(CC1)CN1CC2=C(CC1)SC(=C2)C=2C=C(C(=C(C2)/C=C/C(=O)C2=CC=CC=C2)O)OC